COC1=NC=NC(=C1N1C(=NN=C1C1=NC=CC=C1)NS(=O)(=O)C(C(C1=NC=C(C=N1)C)OC)C)OC N-(4-(4,6-dimethoxy-5-pyrimidinyl)-5-(2-pyridinyl)-4H-1,2,4-triazol-3-yl)-1-methoxy-1-(5-methyl-2-pyrimidinyl)-2-propanesulfonamide